C(=O)(O)CCC(=O)OCC[C@H](N)C(=O)O O-3-carboxypropionyl-homoserine